15-{(S)-1-Carboxy-3-[2-(2-{[2-(2-{[2-(2-bromoacetylamino)-ethylcarbamoyl]ethoxy}ethoxy)ethylcarbamoyl]methoxy}ethoxy)ethylcarbamoyl]propyl-carbamoyl}pentadecanoic acid C(=O)(O)[C@H](CCC(NCCOCCOCC(NCCOCCOCCC(NCCNC(CBr)=O)=O)=O)=O)NC(=O)CCCCCCCCCCCCCCC(=O)O